2'-chloro-N-(5-(5-cyano-3,4-dimethyl-picolinoyl)-5,6-dihydro-4H-pyrrolo[3,4-d]thiazol-2-yl)-5'-methoxy-6-methyl-[4,4'-bipyridine]-3-carboxamide ClC1=NC=C(C(=C1)C1=C(C=NC(=C1)C)C(=O)NC=1SC2=C(N1)CN(C2)C(C2=NC=C(C(=C2C)C)C#N)=O)OC